rac-(3aR,5R,7aR)-5-(4-methoxyphenyl)-1,3,3,5,7-pentamethyloctahydrobenzo[c]isoxazole COC1=CC=C(C=C1)[C@]1(C[C@@H]2[C@H](N(OC2(C)C)C)C(C1)C)C |r|